CON1N(C=C(C=C1)O)NC(C=C)=O N-(1-methoxy-4-hydroxy-2-pyridazinyl)acrylamide